1'-((3-fluoro-4-oxo-4,5-dihydropyrrolo[1,2-a]quinoxalin-7-yl)methyl)-1',2',3',6'-tetrahydro-[2,4'-bipyridine]-5-carbonitrile FC=1C=CN2C1C(NC1=CC(=CC=C21)CN2CCC(=CC2)C2=NC=C(C=C2)C#N)=O